ClCCCCCCCCCCC[Si](OC)(OC)OC 11-chloroundecyltrimethoxysilane